HEXANE-1,6-DIAMINE C(CCCCCN)N